4-epoxy-3-methylcyclohexylmethyl formate C(=O)OCC1C(C2C(CC1)O2)C